N1N=NN=C1C1=CC=C(C=C1)NC(CC1=CC=C(C=C1)C1=C(C(=O)O)C=CC(=C1)NC(=N)N)=O 4-(2-((4-(1H-tetrazol-5-yl)phenyl)amino)-2-oxoethyl)phenyl-4-guanidinobenzoic acid